O1[C@H](COCC1)CN1N=CC(=C1C(=O)NC1=NC=C(C=C1Cl)C#CC1=CC=CC=C1)Cl (S)-1-((1,4-dioxan-2-yl)methyl)-4-chloro-N-(3-chloro-5-(phenylethynyl)pyridin-2-yl)-1H-pyrazole-5-carboxamide